ClC1=C(C2=CC=CC=C2C=C1)OC1=C(C=CC2=C1NC(=NS2(=O)=O)NCC2=NC=CC=C2F)F 5-((2-chloronaphthalen-1-yl)oxy)-6-fluoro-3-(((3-fluoropyridin-2-yl)methyl)amino)-4H-benzo[e][1,2,4]thiadiazine 1,1-dioxide